(3R,4R)-4-((7-cyclopropyl-5-fluoropyrrolo[2,1-f][1,2,4]triazin-2-yl)amino)-1-(cyclopropylsulfonyl)piperidin-3-ol C1(CC1)C1=CC(=C2C=NC(=NN21)N[C@H]2[C@@H](CN(CC2)S(=O)(=O)C2CC2)O)F